3-ethyl-3-(3-ethyl-3-oxetanylmethoxy)oxetane C(C)C1(COC1)OCC1(COC1)CC